FC1=CC=C(C(=O)N2[C@@H](C=3N(CC2)C(=NC3NC(C)=O)C3=NC(=NS3)C)C)C=C1 (R)-N-(7-(4-fluorobenzoyl)-8-methyl-3-(3-methyl-1,2,4-Thiadiazol-5-yl)-5,6,7,8-tetrahydroimidazo[1,5-a]pyrazin-1-yl)acetamide